BrC1=C(OCCSCC2=CNC(O2)=O)C=CC(=C1)Br 5-[(2,4-dibromophenoxyethylsulfanyl)methyl]oxazol-2(3H)-one